O=C([C@H](O)[C@@H](O)[C@H](O)[C@H](O)CO)[O-].[Ca+2].O=C([C@H](O)[C@@H](O)[C@H](O)[C@H](O)CO)[O-] Calcium D-gluconat